8-chloro-1,7-naphthyridin-2-amine ClC=1N=CC=C2C=CC(=NC12)N